C(C)(C)(C1=CC=CC=C1)C1=CC(=C(C=C1)O)CC(=C)C 4-Cumyl-2-(2-Methyl-2-propenyl)phenol